diethyl (4-(((6,7-dimethoxyquinazolin-4-yl)amino)methyl)phenyl)phosphonate COC=1C=C2C(=NC=NC2=CC1OC)NCC1=CC=C(C=C1)P(OCC)(OCC)=O